6-fluoro-7-(2-fluoro-6-hydroxyphenyl)-1-(4-methyl-2-(2-propanyl)-3-pyridinyl)-4-((2S)-2-methyl-4-(2-propenoyl)-1-piperazinyl)pyrido-[2,3-d]pyrimidin-2(1H)-one FC1=CC2=C(N(C(N=C2N2[C@H](CN(CC2)C(C=C)=O)C)=O)C=2C(=NC=CC2C)C(C)C)N=C1C1=C(C=CC=C1O)F